acrylic acid dimethyl-taurate ammonium [NH4+].CN(CCS(=O)(=O)[O-])C.C(C=C)(=O)O